1,2,3,4-tetrahydronaphthalene-2,7-diol C1C(CCC2=CC=C(C=C12)O)O